ClC=1C=C2C=NN(C2=CC1N1CCN(CC1)C1(COC1)C)C=1C=NN(C1)C1CC1 5-chloro-1-(1-cyclopropyl-1H-pyrazol-4-yl)-6-(4-(3-methyloxetan-3-yl)piperazin-1-yl)-1H-indazole